tert-butyl 3-[7-bromo-8-fluoro-6-iodo-2-[(2S)-2-methoxypropoxy] quinazolin-4-yl]-3,8-diazabicyclo[3.2.1]octane-8-carboxylate BrC1=C(C=C2C(=NC(=NC2=C1F)OC[C@H](C)OC)N1CC2CCC(C1)N2C(=O)OC(C)(C)C)I